1-(9Z-heptadecenoyl)-2-(11Z,14Z-eicosadienoyl)-glycero-3-phosphoserine CCCCCCC/C=C\CCCCCCCC(=O)OC[C@H](COP(=O)(O)OC[C@@H](C(=O)O)N)OC(=O)CCCCCCCCC/C=C\C/C=C\CCCCC